1,2,3,4,5-pentamethyl-1'-(di-t-butylphosphino)ferrocene C[C-]1C(=C(C(=C1C)C)C)C.C(C)(C)(C)P([C-]1C=CC=C1)C(C)(C)C.[Fe+2]